N-(3-(5-chloro-2-(hydroxymethyl)pyridin-3-yl)oxetan-3-yl)-2-methylpropane-2-sulfinamide ClC=1C=C(C(=NC1)CO)C1(COC1)NS(=O)C(C)(C)C